methyl 3-[([3,3'-bipyridin]-5-yl) methoxy]-4-methylbenzoate N1=CC(=CC(=C1)COC=1C=C(C(=O)OC)C=CC1C)C=1C=NC=CC1